ClC=1C(=NC=C(C1)CNCCOCC)C1=CC=C(C(=O)N)C=C1 4-(3-chloro-5-{[(2-ethoxyethyl)amino]methyl}pyridin-2-yl)benzamide